(S)-4-(1-(3-(ethoxymethyl)-3-(2-(5-fluoropyridin-2-yl)ethyl)pyrrolidin-1-yl)cyclopropyl)-5,6,7,8-tetrahydroisoquinoline C(C)OC[C@@]1(CN(CC1)C1(CC1)C1=CN=CC=2CCCCC12)CCC1=NC=C(C=C1)F